OCCCC(C(=O)O)=C.C(C=C)(=O)OCCCO hydroxypropyl acrylate (hydroxylpropyl acrylate)